(2,4,5-trifluorophenyl)oxoacetic acid FC1=C(C=C(C(=C1)F)F)C(C(=O)O)=O